5-(2-methyldecahydronaphthalen-2-yloxycarbonyl)-bicyclo[2.2.1]Hept-2-ene CC1(CC2CCCCC2CC1)OC(=O)C1C2C=CC(C1)C2